C(CCCCCCC\C=C/CCCCCCCC)(=O)OP(=O)(OC(CCCCCCC\C=C/CCCCCCCC)=O)OCCN dioleoylphosphoethanolamine